C(CC(=O)C)(=O)[O-].C1=CCCC=CCC1.[Ir+3].C(CC(=O)C)(=O)[O-].C(CC(=O)C)(=O)[O-] iridium 1,5-cyclooctadiene (acetoacetate)